FC(CN1N=C(C=2C1=NC(=CN2)N2CCC1(CC(N(C1)C1=NC=CC(=C1)C(F)(F)F)=O)CC2)C)F 8-[1-(2,2-difluoroethyl)-3-methyl-1H-pyrazolo[3,4-b]pyrazin-6-yl]-2-[4-(trifluoromethyl)pyridin-2-yl]-2,8-diazaspiro[4.5]decan-3-one